C(CCCCCCCCCCCCCCCCC)C(C(=O)O)(O)CO monostearyl-glyceric acid